(3-chloro-2,4-dimethyl-5,7-dihydropyrrolo[3,4-b]pyridin-6-yl)-[(3R)-1-[2-(dimethylamino)pyrimidin-5-yl]pyrrolidin-3-yl]methanone ClC=1C(=C2C(=NC1C)CN(C2)C(=O)[C@H]2CN(CC2)C=2C=NC(=NC2)N(C)C)C